N'-Cyano-4-fluoro-4-(3-methylpyridin-2-yl)-N-[4-trifluoromethylphenyl]piperidin-1-carboximidamid C(#N)N=C(NC1=CC=C(C=C1)C(F)(F)F)N1CCC(CC1)(C1=NC=CC=C1C)F